3-[[3-(benzylsulfamoylamino)-2-fluoro-phenyl]methyl]-7-[(3-fluoro-2-pyridyl)oxy]-4-methyl-chromen-2-one C(C1=CC=CC=C1)NS(=O)(=O)NC=1C(=C(C=CC1)CC=1C(OC2=CC(=CC=C2C1C)OC1=NC=CC=C1F)=O)F